COC1CN(C(C=2C=CC=NC12)C)C(=O)OC(C)(C)C tert-butyl 8-methoxy-5-methyl-7,8-dihydro-1,6-naphthyridine-6(5H)-carboxylate